OC(C)(C)C1=CN=C(S1)S(=O)(N)=N 5-(2-hydroxypropan-2-yl)-thiazole-2-sulfonimidamide